COC1=CC=C(C=N1)NCC1=C(C=CC=C1)[N+](=O)[O-] 6-methoxy-N-(2-nitrobenzyl)pyridin-3-amine